(S)-N-(5-(2-acetamidobenzo[d]thiazol-6-yl)-2-methylpyridin-3-yl)-3-phenylisoxazolidine C(C)(=O)NC=1SC2=C(N1)C=CC(=C2)C=2C=C(C(=NC2)C)N2OCC[C@H]2C2=CC=CC=C2